(R)-(2-(tert-butyl)oxazol-5-yl)(4-(4-methylpyrazolo[1,5-a]pyridin-2-yl)-1,4,6,7-tetrahydro-5H-imidazo[4,5-c]pyridin-5-yl)methanone C(C)(C)(C)C=1OC(=CN1)C(=O)N1[C@H](C2=C(CC1)NC=N2)C2=NN1C(C(=CC=C1)C)=C2